C1(=CC=C(C=C1)CNC1=CC(=NC=2N1N=CC2Cl)NC[C@@H]2[C@H](CNCC2)O)C2=CC=CC=C2 (3R,4R)-4-(((7-(([1,1'-biphenyl]-4-ylmethyl)amino)-3-chloropyrazolo[1,5-a]pyrimidin-5-yl)amino)methyl)piperidin-3-ol